octadecamethylenebistrimellitic amide C(C=1C(C(=O)O)=C(C(C(=O)O)=CC1)CCCCCCCCCCCCCCCCCCC1=C(C(C(=O)N)=CC=C1C(=O)O)C(=O)O)(=O)N